C1=CC=CC=2C3=CC=CC=C3N(C12)C1=C(C(=C(C=C1C#N)C1=NC(=C(C(=N1)C1=CC=CC=C1)C)C1=CC=CC=C1)N1C2=CC=CC=C2C=2C=CC=CC12)C1=CC=CC=C1 2,6-di(9H-carbazol-9-yl)-5-(5-methyl-4,6-diphenylpyrimidin-2-yl)-[1,1'-biphenyl]-3-carbonitrile